C1CC12NC[C@H](CC2)NC2=NC=C(C(=N2)C2=CNC=1C(N(C=CC12)C=1C=NN(C1)C)=O)C(F)(F)F 3-(2-{[(6S)-4-azaspiro[2.5]octan-6-yl]amino}-5-(trifluoromethyl)pyrimidin-4-yl)-6-(1-methyl-1H-pyrazol-4-yl)-1H,6H,7H-pyrrolo[2,3-c]pyridin-7-one